(E)-N-(4-methoxybenzenesulfonyl)-3-(3-phenethyl-1-phenyl-1H-pyrazol-4-yl)acrylamide Pyridinium Dibromide [Br-].[Br-].[NH+]1=CC=CC=C1.COC1=CC=C(C=C1)S(=O)(=O)NC(\C=C\C=1C(=NN(C1)C1=CC=CC=C1)CCC1=CC=CC=C1)=O.[NH+]1=CC=CC=C1